N-[Dimethyl(oxo)-λ6-sulfanylidene]-6-fluoro-2-[[4-[1-methyl-4-(4-pyridyl)pyrazol-3-yl]phenoxy]methyl]quinoline-3-carboxamide CS(=NC(=O)C=1C(=NC2=CC=C(C=C2C1)F)COC1=CC=C(C=C1)C1=NN(C=C1C1=CC=NC=C1)C)(=O)C